3,3',5',5'-tetramethyl-benzidine methyl-6-{[(tert-butyldimethylsilyl)oxy]methyl}pyrimidine-4-carboxylate COC(=O)C1=NC=NC(=C1)CO[Si](C)(C)C(C)(C)C.CC=1C=C(C=CC1N)C=1C=C(C(N)C(C1)(C)C)C